1-(4-methoxyphenyl)propanone COC1=CC=C(C=C1)CC(C)=O